benzothiophen-7(4H)-one S1C=CC2=C1C(C=CC2)=O